OC1=C(C=C(C(=C1)C)C)C(\C=C\C1=CC=C(C=C1)OC)=O (E)-1-(2-hydroxy-4,5-dimethylphenyl)-3-(4-methoxyphenyl)prop-2-en-1-one